N1(N=CN=C1)CC1(C2(CC3=CC(=CC=C13)OC1=CC=C(C=C1)Cl)CC2)O ((1H-1,2,4-triazol-1-yl)methyl)-5'-(4-chlorophenoxy)-1',3'-dihydrospiro[cyclopropan-1,2'-indene]-1'-ol